(5,6,7,8-tetrahydro-[1,2,4]triazolo[1,5-a]pyrazin-2-yl)methanone N=1C(=NN2C1CNCC2)C=O